2-(1-propenoyl-4-(3-((4-(trifluoromethyl)phenyl)amino)pyrazin-2-yl)piperazin-2-yl)acetamide C(C=C)(=O)N1C(CN(CC1)C1=NC=CN=C1NC1=CC=C(C=C1)C(F)(F)F)CC(=O)N